disodium hydrogen phosphate (phosphate) P(=O)([O-])([O-])O.P(=O)(O)(O)O.[Na+].[Na+]